(±)-Tert-butyl (1-(6-(2-chloro-5-fluoropyrimidin-4-yl)-8-fluoro-2-methylquinolin-4-yl)ethyl)carbamate ClC1=NC=C(C(=N1)C=1C=C2C(=CC(=NC2=C(C1)F)C)[C@@H](C)NC(OC(C)(C)C)=O)F |r|